4-methyl-2-quinolineacetamide CC1=CC(=NC2=CC=CC=C12)CC(=O)N